O=C1NC(CCC1N1C(C2=CC=C(C=C2C1=O)N1CCC(CC1)CN1CCN(CC1)CC1CN(C1)C1=NC=NC(=C1)C1=NNC2=CC=C(C=C12)OC1(CC1)C)=O)=O 2-(2,6-dioxo-3-piperidyl)-5-[4-[[4-[[1-[6-[5-(1-methylcyclopropoxy)-1H-indazol-3-yl]pyrimidin-4-yl]azetidin-3-yl]methyl]piperazin-1-yl]methyl]-1-piperidyl]isoindoline-1,3-dione